3-Bromo-10-((3-methoxypropyl)amino)-4-methyl-4,10-dihydrobenzo[f]thieno[3,2-c][1,2]thiazepine 5,5-dioxide BrC1=CSC2=C1N(S(C1=C(C2NCCCOC)C=CC=C1)(=O)=O)C